BrC1=NC(=NN1)C 5-bromo-3-methyl-1H-1,2,4-triazole